[Si](C)(C)(C(C)(C)C)OC[C@@H](COCCCCCCCCCCCCCCCCCC)OCC1=C(C#N)C=CC(=C1)F (R)-2-(((1-((tert-butyldimethylsilyl)oxy)-3-(octadecyloxy)propan-2-yl)oxy)methyl)-4-fluorobenzonitrile